(R)-Tetrahydrofuran-3-yl (8-amino-7-fluoro-6-((R)-3-fluoro-8-methyl-2,3-dihydro-1H-pyrido[2,3-b][1,4]oxazin-7-yl)isoquinolin-3-yl)carbamate NC=1C(=C(C=C2C=C(N=CC12)NC(O[C@H]1COCC1)=O)C1=C(C2=C(O[C@@H](CN2)F)N=C1)C)F